diamino-4,4'-bipyridine diiodide [I-].[I-].NC=1C(=NC=CC1C1=CC=NC=C1)N